tert-butyl [(3R,5S)-4-hydroxy-4,5-dimethyl-1-(3-nitro-6,7-dihydro-5H-cyclopenta[b]pyridin-4-yl)piperidin-3-yl]carbamate OC1([C@@H](CN(C[C@@H]1C)C1=C2C(=NC=C1[N+](=O)[O-])CCC2)NC(OC(C)(C)C)=O)C